FC1=CC=C(C(=O)N[C@H](CC2=CC(=CC=C2)OC)CCCC)C=C1 (S)-4-fluoro-N-(1-(3-methoxyphenyl)hex-2-yl)benzamide